C(C)(C)(C)OC(C(CC=1C=NC(=CC1)OCCOCCOCC)N1CCN(CCN(CCN(CC1)CC(OC(C)(C)C)=O)CC(OC(C)(C)C)=O)CC(=O)OC(C)(C)C)=O tert-butyl-3-{6-[2-(2-ethoxyethoxy)ethoxy]pyridin-3-yl}-2-[4,7,10-tris(2-tert-butoxy-2-oxoethyl)-1,4,7,10-tetraazacyclododecan-1-yl]propanoate